C(#N)[C@H](CC1=CC=C(C=C1)C=1C=CC2=C(N(C(O2)=O)C)C1)NC(=O)[C@@H]1OCCCNC1 (2R)-N-{(1s)-1-Cyano-2-[4-(3-methyl-2-oxo-2,3-dihydro-1,3-benzoxazol-5-yl)phenyl]ethyl}-1,4-oxazepane-2-carboxamide